C(#N)C=1C=C2CN(CC2=CC1)CC=1C=CC(=C(C1)S(=O)(=O)N(C)C)OCC1CCN(CC1)S(=O)(=O)C 5-((5-cyanoisoindolin-2-yl)methyl)-N,N-dimethyl-2-((1-(methylsulfonyl)piperidin-4-yl)methoxy)benzenesulfonamide